OC[C@H]1O[C@H]([C@@H]([C@H]([C@@H]1O)O)O)SCCCS (2R,3S,4S,5R,6S)-2-(hydroxymethyl)-6-((3-mercaptopropyl)thio)tetrahydro-2H-pyran-3,4,5-triol